N-(4-(2-aminopyrimidin-4-yl)-2-methylbenzyl)-1,2,3,4-tetrahydroisoquinoline-6-carboxamide NC1=NC=CC(=N1)C1=CC(=C(CNC(=O)C=2C=C3CCNCC3=CC2)C=C1)C